copper-tin-titanium [Ti].[Sn].[Cu]